C(C=C)(=O)N1CC2(CCNC=3N2N=C(C3C(=O)N)C3=CC=C(C=C3)OC3=CC=CC=C3)C1 1-acryloyl-2'-(4-phenoxyphenyl)-5',6'-dihydro-4'H-spiro[azetidine-3,7'-pyrazolo[1,5-a]pyrimidine]-3'-carboxamide